C(C)(C)(C)OC(=O)N(C[C@H]1NC(CC1)=O)CC=1C=CC(=NC1OC)C=1C(=C(C=CC1)C1=C(C(=NC=C1)C1=CC(=C(CN[C@@H](C)C(=O)O)C=C1)OC)Cl)Cl (4-(4-(3-(5-(((tert-butoxycarbonyl)(((S)-5-oxopyrrolidin-2-yl)methyl)amino)methyl)-6-methoxypyridin-2-yl)-2-chlorophenyl)-3-chloropyridin-2-yl)-2-methoxybenzyl)-L-alanine